(R)-N-(5-(3,3-dimethyl-2,3-dihydro-[1,4]dioxino[2,3-b]pyridin-6-yl)-4-((4-(1-methoxyethyl)-6-(methylsulfonyl)pyridin-2-yl)amino)pyridin-2-yl)acetamide CC1(COC=2C(=NC(=CC2)C=2C(=CC(=NC2)NC(C)=O)NC2=NC(=CC(=C2)[C@@H](C)OC)S(=O)(=O)C)O1)C